[C@@H]12OC[C@@H](N(C1)CC(=O)O)C2 (1S,4S)-2-oxa-5-azabicyclo[2.2.1]hept-5-yl-acetic acid